C(C)(C)(C)OC(N(C)C(C1=C(C=C(C=C1)N1C2(CCC2)C(N(C1=S)C=1C=NC(=C(C1)C(F)(F)F)C#N)=O)F)=O)=O N-(4-(7-(6-cyano-5-trifluoromethylpyridin-3-yl)-8-oxo-6-thioxo-5,7-diazaspiro[3.4]-5-octyl)-2-fluorobenzoyl)-N-methylcarbamic acid tert-butyl ester